CN(C)CCC1=C2C(=C(C(=C1SC)OC)OC)SSC3=C(C(=C(C(=C3S2)OC)OC)SC)CCN(C)C The molecule is an organosulfur heterocyclic compound isolated from the ascidian Lissoclinum badium. It has been shown to exhibit cytotoxicity against human cancer cell lines. It has a role as an animal metabolite, an antineoplastic agent and a marine metabolite. It is an aromatic ether, an aryl sulfide, an organosulfur heterocyclic compound, an organic heterotricyclic compound and a tertiary amino compound.